ClC=1C(=CC(=C(N)C1)OC)OC 5-chloro-2,4-dimethoxyaniline